CN1CCC(CC1)C1=NC=C(C=C1NC(=O)C=1OC(=CC1)C1CCOCC1)C(F)(F)F N-(2-(1-methylpiperidin-4-yl)-5-(trifluoromethyl)pyridin-3-yl)-5-(tetrahydro-2H-pyran-4-yl)furan-2-carboxamide